CN1CCC(=CC1)C1=CC(=C(C(=O)OC)C=C1)C(F)(F)F methyl 4-(1-methyl-1,2,3,6-tetrahydropyridin-4-yl)-2-(trifluoromethyl)benzoate